C1(CC1)C#CC=1C=CC2=C(OC[C@@H](C(N2C)=O)NC(C(=O)NCCC2=CC=CC=C2)=O)C1 (S)-N1-(8-(cyclopropylethynyl)-5-methyl-4-oxo-2,3,4,5-tetrahydrobenzo[b][1,4]oxazepin-3-yl)-N2-phenethyloxalamide